4-Methyl-5-pyrazol-3-yl-1H-1,2,3-triazole CC=1N=NNC1C1=NNC=C1